ClC1=CC=2SC(=C(C2S1)CC)C(=O)O 5-chloro-3-ethylthieno[3,2-b]thiophene-2-carboxylic acid